1-isobutyl-benzotriazole C(C(C)C)N1N=NC2=C1C=CC=C2